rac-N-{(7S,8R)-8-[(2',5'-difluoro-3'-methyl[1,1'-biphenyl]-3-yl)methyl]-2-ethyl-1-oxo-1,2,5,6,7,8-hexahydroisoquinolin-7-yl}methanesulfonamide FC1=C(C=C(C=C1C)F)C1=CC(=CC=C1)C[C@H]1[C@H](CCC=2C=CN(C(C12)=O)CC)NS(=O)(=O)C |r|